5-(2,2-difluoroethoxy)-4-methoxy-pyrimidin-2-amine FC(COC=1C(=NC(=NC1)N)OC)F